C(C#C)N=C=NC1=CC=C(C=C1)I N-propargyl-N'-p-iodophenyl-carbodiimide